OC(=O)C(F)(F)F.ONC(=O)CCCCCCNC(C1=CC=C(C=C1)CNC1C(C1)C1=CC=CC=C1)=O N-(6-Hydroxycarbamoyl-hexyl)-4-[(2-phenyl-cyclopropyl-amino)-methyl]-benzamide TFA salt